C(CCCCCCCCCCCCCCC)[C@]1(O)[C@H](O)[C@@H](O)[C@H](O)[C@H](O1)C(=O)O 1-hexadecyl-beta-D-glucuronic acid